5-((6-chloro-3-fluoropyridin-2-yl)amino)-3-(4-(2-phenyl-acetamido)phenyl)-1H-pyrazole-4-carboxamide ClC1=CC=C(C(=N1)NC1=C(C(=NN1)C1=CC=C(C=C1)NC(CC1=CC=CC=C1)=O)C(=O)N)F